Methyl-7-Deaza-7-Iodo-2'-Deoxyguanosine C[C@@]1(C[C@H](O)[C@@H](CO)O1)N1C=C(C=2C(=O)NC(N)=NC12)I